[Mn+2].CC=1N(C(=CC1)C=1SC=C(C1)C)CC(C(=O)[O-])(C1=CC=CC=C1)OCC.CC=1N(C(=CC1)C=1SC=C(C1)C)CC(C(=O)[O-])(OCC)C1=CC=CC=C1 2-methyl-5-(4-methylthiophenyl)-pyrrol-1-yl-EthoxyPhenyl-Propionic Acid Manganese Salt